BrC=1C=CC(=NC1)N1N=C(C=C1C1=CC(=C(C=C1)C#N)F)C(=O)O 1-(5-Bromopyridin-2-yl)-5-(4-cyano-3-fluorophenyl)-1H-pyrazole-3-carboxylic acid